CN1C(N(C(C(=C1)C(=O)O)=O)C)=O 1,3-dimethyl-2,4-dioxo-1,2,3,4-tetrahydropyrimidine-5-carboxylic acid